2,6-diethyl-4-methylphenylacrylonitrile C(C)C1=C(C(=CC(=C1)C)CC)C(C#N)=C